(R)-2-((4-(2-(4-cyano-2-fluorophenyl)-4-fluoro-2H-chromene-8-yl)piperidin-1-yl)methyl)-3-((1-(fluoromethyl)cyclopropyl)methyl)-3H-imidazo[4,5-b]pyridine-5-carboxylic acid C(#N)C1=CC(=C(C=C1)[C@@H]1OC2=C(C=CC=C2C(=C1)F)C1CCN(CC1)CC1=NC=2C(=NC(=CC2)C(=O)O)N1CC1(CC1)CF)F